N-(methylsulfaneylidene)-4-(prop-2-yn-1-ylthio)benzenesulfonamide CS=NS(=O)(=O)C1=CC=C(C=C1)SCC#C